tert-butyl (3-fluoro-4-(N-hydroxycarbamimidoyl)-5-methoxybenzyl)carbamate FC=1C=C(CNC(OC(C)(C)C)=O)C=C(C1C(NO)=N)OC